CC(CNC1CCNCC1)CC N-(2-methylbutyl)piperidin-4-amine